4-bromo-2-(difluoromethyl)-1-(methylsulfonyl)benzene BrC1=CC(=C(C=C1)S(=O)(=O)C)C(F)F